CC=1C(NC(N(C1)C(=O)OC(C)(C)C)=O)=O tert-butyl 5-methyl-2,4-dioxo-3,4-dihydropyrimidine-1(2H)-carboxylate